O1C2=C(OCCC1)C=C(C=C2)C(=O)O 3,4-dihydro-2H-benzo[b][1,4]dioxepine-7-carboxylic acid